BrC=1C=NC=C(C(=O)OCC)C1 ethyl 5-bromo-nicotinate